OC1CN(C1)C1CNC1 3-hydroxy-[1,3'-biazetidine]